ClC1=CC=CC=2C(NS(C21)(=O)=O)=O 7-Chloro-2,3-dihydro-1lambda6,2-benzothiazole-1,1,3-trione